C(C)(C)N1CCC2(C[C@@H]2C(=O)N[C@@H](CCCCCC(CC)=O)C=2NC(=CN2)C2=CC3=CN(N=C3C=C2)C)CC1 (S)-6-isopropyl-N-((S)-1-(5-(2-methyl-2H-indazol-5-yl)-1H-imidazol-2-yl)-7-oxononyl)-6-azaspiro[2.5]octane-1-carboxamide